N-(5-(2-(3-((4-acetylpiperazin-1-yl)methyl)phenyl)-4-chloro-1H-pyrrolo[2,3-b]pyridin-3-yl)-2-methylphenyl)acrylamide C(C)(=O)N1CCN(CC1)CC=1C=C(C=CC1)C1=C(C=2C(=NC=CC2Cl)N1)C=1C=CC(=C(C1)NC(C=C)=O)C